2-(((5-(fluoromethyl)-1-methyl-1H-1,2,4-triazol-3-yl)methoxy)methyl)-6-(trifluoromethyl)nicotinic acid FCC1=NC(=NN1C)COCC1=C(C(=O)O)C=CC(=N1)C(F)(F)F